C(C)N(CCOC1=C(C=C(C=C1)CNC)OC)CC N,N-diethyl-2-(2-methoxy-4-((methylamino)methyl)phenoxy)ethan-1-amine